CC(CNC(OCCO)=O)(CC(CCNC(OCCO)=O)C)C 7,7,9-trimethyl-3,14-dioxa-4,13-dioxo-5,12-diazahexadecan-1,16-diol